C(CCCC)OC(CCCCCCC\C=C/CCCCCCCCN1CCC(CC1)C1=C(C(=CC=C1)F)Cl)=O 4-(2-chloro-3-fluorophenyl)piperidinOleic acid amyl ester